2-(5-chloro-3-hydroxy-2-(isobutyryloxy)benzylideneamino)-3-methylbutanoic acid ClC=1C=C(C(=C(C=NC(C(=O)O)C(C)C)C1)OC(C(C)C)=O)O